CN1C(C(=CC2=CC=CC=C12)C=1C=CC(=C2COCC12)CCC(=O)O)=O 3-(7-(1-methyl-2-oxo-1,2-dihydroquinolin-3-yl)-1,3-dihydroisobenzofuran-4-yl)propanoic acid